[C-]1(C=CC=C1)CO.[CH-]1C=CC=C1.[Fe+2] ferrocene-methanol